O1CCN(CC1)CCNC(\C=C\C1=CC(=NN1C=1C=NC=CC1)C1=CC=CC=C1)=O (E)-N-(2-morpholinoethyl)-3-(3-phenyl-1-(pyridin-3-yl)-1H-pyrazol-5-yl)acrylamide